ClC1=C(C(=C(C(=C1O)[N+](=O)[O-])F)F)F 6-chloro-3,4,5-trifluoro-2-nitro-phenol